C1(=CC=CC=C1)/C=C/C(C)N1N=CC=C1 (E)-1-(4-phenylbut-3-en-2-yl)-1H-pyrazole